tert-butyl 4-Isobutyl-5-methyl-2-oxo-piperidine-1-carboxylate C(C(C)C)C1CC(N(CC1C)C(=O)OC(C)(C)C)=O